3-(4-methylpiperazin-1-yl)cyclobutane-1-carboxylic acid ethyl ester C(C)OC(=O)C1CC(C1)N1CCN(CC1)C